[Ag].[Au].[Pb].[Cu] copper-lead-gold-silver